3-(aminomethyl)bicyclo[1.1.1]pentane NCC12CC(C1)C2